N(=[N+]=[N-])\C(\C(=O)OC)=C/C1=CC=C2C=CNC2=C1 methyl (Z)-2-azido-3-(1H-indol-6-yl)prop-2-enoate